C(C1=CC=CC=C1)OC(=O)C=1C=C(C=CC1)C1=CC=C(C=C1)OCC(=O)OC(C)(C)C 4'-(2-(Tert-butoxy)-2-oxoethoxy)-[1,1'-biphenyl]-3-carboxylic acid benzyl ester